1-hexadecyl-3-imidazolium C(CCCCCCCCCCCCCCC)N1C=[NH+]C=C1